P(=O)([O-])([O-])[O-].[In+3].[Ba+2] barium-indium phosphate